1-(1-Methyl-1H-benzo[d]imidazol-2-yl)ethan-1-on CN1C(=NC2=C1C=CC=C2)C(C)=O